C(#N)C=1C=CC(=NC1)C1CCN(CC1)C(=O)C=1C=CC(=C(C1)NC(=O)NC1COC1)C 1-(5-(4-(5-cyanopyridin-2-yl)piperidine-1-carbonyl)-2-methylphenyl)-3-(oxetan-3-yl)urea